FC1=C(C=C2C=NN(C2=C1)C1=CC(=CC=C1)C(F)(F)F)C(=O)OC methyl 6-fluoro-1-(3-(trifluoromethyl)phenyl)-1H-indazole-5-carboxylate